imino(4-(((7-methoxyquinolin-4-yl)oxy)methyl)phenyl)(methyl)-λ6-sulfanone N=S(=O)(C)C1=CC=C(C=C1)COC1=CC=NC2=CC(=CC=C12)OC